CS(=O)(=O)OC1=C(C=CC=C1)C1=C(C=CC=C1)N.[Pd] palladium (2'-aminobiphenyl-2-yl) methanesulfonate